F[B-](F)(F)F.[H+].BrC1=[N+](C=CC=C1)CC 2-bromo-1-ethylpyridinium tetrafluoroboric acid Salt